6-(difluoromethyl)-N-((2R,4R)-2-methyltetrahydro-2H-pyran-4-yl)-3-nitroquinolin-4-amine FC(C=1C=C2C(=C(C=NC2=CC1)[N+](=O)[O-])N[C@H]1C[C@H](OCC1)C)F